1-(2-cyclopentyl-6-methylanilino)-5,6,7,8-tetrahydrocycloheptapyridine C1(CCCC1)C1=C(NN2C=CC=C3C2=CCCCC3)C(=CC=C1)C